tert-butyl 6,6-difluoro-3-[methyl({8-[1-(oxan-2-yl)pyrazol-4-yl]-6H-isochromeno[3,4-b]pyridin-3-yl}) amino]-8-azabicyclo[3.2.1]octane-8-carboxylate FC1(C2CC(CC(C1)N2C(=O)OC(C)(C)C)N(C2=CC=C1C(=N2)OCC=2C=C(C=CC21)C=2C=NN(C2)C2OCCCC2)C)F